FC=1C(=C(C=CC1)C1=CC=C(C=C1)S(=O)(=O)C)O fluoro-2-hydroxy-4'-(methylsulfonyl)-[1,1'-biphenyl]